N-(4-phenylbenzyl)-p-toluenesulfonamide C1(=CC=CC=C1)C1=CC=C(CNS(=O)(=O)C2=CC=C(C)C=C2)C=C1